6-chloro-7-cyclopentyl-1-(2,6-diethylphenyl)-4-((2S)-2-methyl-4-(2-propenoyl)-1-piperazinyl)pyrido[2,3-d]pyrimidin-2(1H)-one ClC1=CC2=C(N(C(N=C2N2[C@H](CN(CC2)C(C=C)=O)C)=O)C2=C(C=CC=C2CC)CC)N=C1C1CCCC1